C(=O)(OCC1C2=CC=CC=C2C2=CC=CC=C12)N[C@@H](CC1=CC=C(C=C1)C(F)(F)F)C(=O)O fmoc-4-(trifluoromethyl)-L-phenylalanine